FC=1C(=C(C=2C=CN(C2C1)S(=O)(=O)C1=CC=C(C)C=C1)C=O)OC1=CC(=C(C=C1)F)I 6-Fluoro-5-(4-fluoro-3-iodophenoxy)-1-tosyl-1H-indole-4-carbaldehyde